(2S)-1-[4-chloro-3-(fluoromethyl)phenyl]-2-methyl-piperazine ClC1=C(C=C(C=C1)N1[C@H](CNCC1)C)CF